N1(C=NC=C1)C1=CC=C(N=N1)C(=O)NC1=C(C(=O)[O-])C=C(C(=C1)OCCC1=C(C=C(C(=C1)C(=O)[O-])NC(=O)C=1C=CC=2N(N1)N=NN2)Cl)OC.[Li+].[Li+] lithium 2-(6-(1H-imidazol-1-yl)pyridazine-3-carboxamido)-4-(5-carboxylato-2-chloro-4-(tetrazolo[1,5-b]pyridazine-6-carboxamido)phenethoxy)-5-methoxybenzoate